C1(=CC=C(C=C1)[C@@]1(CC[C@@]2([C@H]3CC[C@@]4([C@H](CC[C@H]4[C@@H]3CC[C@@H]2C1)[C@@H](CCC(=O)N(S(=O)(=O)CC1=CC=CC=C1)CC=C)C)C)C)O)C1=CC=CC=C1 (R)-4-((3S,5R,8R,9S,10S,13R,14S,17R)-3-([1,1'-biphenyl]-4-yl)-3-hydroxy-10,13-dimethylhexadecahydro-1H-cyclopenta[a]phenanthren-17-yl)-N-allyl-N-(benzylsulfonyl)pentanamide